ethyl 4-(3-bromo-5-methoxy-4-(4-methylpentanoyloxy)phenyl)-6-methyl-2-thioxo-1,2,3,4-tetrahydropyrimidine-5-carboxylate BrC=1C=C(C=C(C1OC(CCC(C)C)=O)OC)C1NC(NC(=C1C(=O)OCC)C)=S